6-(2-allyl-6-((2-methyl-1,2,3,4-tetrahydroisoquinolin-7-yl)amino)-3-oxo-2,3-dihydro-1H-pyrazolo[3,4-d]pyrimidin-1-yl)pyridin-2-sulfonamide C(C=C)N1N(C2=NC(=NC=C2C1=O)NC1=CC=C2CCN(CC2=C1)C)C1=CC=CC(=N1)S(=O)(=O)N